[Br-].COC1=CC=C(C=C1)P(C1=CC=C(C=C1)OC)C1=CC=C(C=C1)OC tri(p-methoxyphenyl)phosphine bromide